N-[4-Methoxy-7-(tetrahydro-pyran-4-yl)-thiazolo[4,5-c]pyridin-2-yl]-4-(2-oxo-pyrrolidin-1-ylmethyl)-benzamid COC1=NC=C(C2=C1N=C(S2)NC(C2=CC=C(C=C2)CN2C(CCC2)=O)=O)C2CCOCC2